tricyclo[5.2.1.0{2,6}]decane C12C3CCCC3C(CC1)C2